C[C@H](CC(=O)O)O D-(-)-3-hydroxybutyrate